8-((3R,5S)-3-((4-hydroxycyclohexyl)amino)-5-methylpiperidin-1-yl)quinoxaline-5-carbonitrile OC1CCC(CC1)N[C@H]1CN(C[C@H](C1)C)C1=CC=C(C=2N=CC=NC12)C#N